Di(3,3,5-trimethylhexanoyl)peroxid CC(CC(=O)OOC(CC(CC(C)C)(C)C)=O)(CC(C)C)C